(2-fluoro-5-isopropoxy-phenyl)boronic acid FC1=C(C=C(C=C1)OC(C)C)B(O)O